FC=1C=C(C=CC1)C(C)NC=1C=C2C(=NNC2=CC1)C=CC1=NC=CC=C1 N-(1-(3-fluorophenyl)ethyl)-3-(2-(pyridin-2-yl)vinyl)-1H-indazol-5-amine